(4R,5S)-methyl-5-(2-methylphenyl)-2,2-diethyl-1,3-dioxolane-4-carboxylate COC(=O)[C@@H]1OC(O[C@H]1C1=C(C=CC=C1)C)(CC)CC